(Z)-2-(4-((6-chloro-1H-indol-3-yl)methylene)-2,5-dioxoimidazol-1-yl)-2-(4-chlorophenyl)-N-(2-(diethylamino)ethyl)acetamide ClC1=CC=C2C(=CNC2=C1)\C=C\1/NC(N(C1=O)C(C(=O)NCCN(CC)CC)C1=CC=C(C=C1)Cl)=O